C(CCCCCCC)(O)O.[Sb] antimony octanediol